N-Boc-isoleucine C(=O)(OC(C)(C)C)N[C@@H]([C@@H](C)CC)C(=O)O